FC(C(=O)O)(F)F.FC=1C=2N(C=C(C1)NC(=O)C1=CC=C(C3=CN(N=C13)CC(C)(C)O)N1CCNCC1)C=C(N2)C N-{8-fluoro-2-methylimidazo[1,2-a]pyridin-6-yl}-2-(2-hydroxy-2-methylpropyl)-4-(piperazin-1-yl)indazole-7-carboxamide trifluoroacetic acid salt